FC1=C(C=CC=C1)N1CCC(CC1)OC[C@@H]1N(CCC[C@@H]1NS(=O)(=O)C)C(CO)=O N-(cis-2-(((1-(2-fluorophenyl)piperidin-4-yl)oxy)methyl)-1-glycoloylpiperidin-3-yl)methanesulfonamide